CC1=CC=C(C=C1)S(=O)(=O)N[C@H](C(=O)OCCN(C(=O)O[C@H]1O[C@@H]([C@H]([C@@H]([C@H]1O)O)O)CO)C)C 2-[methyl({[(2R,3R,4S,5S,6R)-3,4,5-trihydroxy-6-(hydroxymethyl)oxan-2-yl]oxy}carbonyl)amino]ethyl (2S)-2-(4-methylbenzenesulfonamido)propanoate